C(CC)C=1CC(OC1)=O 4-propyl-2-furanone